7-chloro-5-cyclopropoxy-8-fluoro-2-(methylthio)pyrido[4,3-d]pyrimidin-4(3H)-one ClC1=C(C=2N=C(NC(C2C(=N1)OC1CC1)=O)SC)F